O=C(CCOCCOC1=C(C(NN=C1)=O)C(F)(F)F)N1CCN(CC1)C1=NC=C(C=C1)C(F)(F)F 5-[2-(3-Oxo-3-[4-[5-(trifluoromethyl)pyridin-2-yl]piperazin-1-yl]propoxy)ethoxy]-4-(trifluoromethyl)-2,3-dihydropyridazin-3-one